1-methyl-1H-indazol-5-yl-boric acid CN1N=CC2=CC(=CC=C12)OB(O)O